COC(=O)C=1SC=CC1CO (hydroxymethyl)thiophene-2-carboxylic acid methyl ester